C(C)(C)(C)[C@]1(OC2=C(CN(C1)C(=O)OC(C)C1=C(C=C3C=NN(C3=C1)COCC[Si](C)(C)C)Br)N=C(C=C2)C)CC 1-(5-bromo-1-((2-(trimethylsilyl)ethoxy)methyl)-1H-indazol-6-yl)ethan-1-ol tert-butyl-(R)-2-ethyl-7-methyl-2,3-dihydropyrido[2,3-f][1,4]oxazepine-4(5H)-carboxylate